NC(C(=O)O)CC1=CN=CS1 2-amino-3-(thiazol-5-yl)propionic acid